2-[(3S)-4-[1-(2,6-dioxo-3-piperidyl)-3-methyl-2-oxo-benzimidazol-5-yl]-3-methyl-piperazin-1-yl]acetic acid O=C1NC(CCC1N1C(N(C2=C1C=CC(=C2)N2[C@H](CN(CC2)CC(=O)O)C)C)=O)=O